BrC1=C(C=C(C=C1OC)F)F 2-Bromo-1,5-difluoro-3-methoxybenzene